FC1(C(C(C(C(C1(F)F)(F)F)(F)F)(F)F)OC(OC1C(C(C(C(C1(F)F)(F)F)(F)F)(F)F)(F)F)=O)F bis(2,2,3,3,4,4,5,5,6,6-decafluorocyclohexyl)carbonate